N-{4-chloro-3-[4-(6-isopropoxypyridin-3-yl)-6-oxo-1,6-dihydropyrimidin-2-yl]benzyl}isobutyramide ClC1=C(C=C(CNC(C(C)C)=O)C=C1)C=1NC(C=C(N1)C=1C=NC(=CC1)OC(C)C)=O